ClC1=CC=C(C=C1)NC1=NC=NC2=CC=C(C=C12)NC(CC1=CC=C(C(=O)NO)C=C1)=O 4-(2-((4-((4-chlorophenyl)amino)quinazolin-6-yl)amino)-2-oxoethyl)-N-hydroxybenzoamide